C[N+](CC(C)O)(C)C N,N,N-Trimethyl-N-2-hydroxypropylammonium